FC=1C=C2C(C=C(OC2=CC1)C(=O)N)=O 6-fluoro-4-oxo-4H-chromene-2-carboxamide